5,6,7,8-Tetrahydro-imidazo[1,2-a]pyridine-3-carboxylic acid [7-methoxy-4-(1-methyl-1H-pyrazol-4-yl)-1H-benzoimidazol-2-yl]-amide COC1=CC=C(C2=C1NC(=N2)NC(=O)C2=CN=C1N2CCCC1)C=1C=NN(C1)C